4-(aminomethyl)-[1,1'-biphenyl]-2-ol NCC=1C=C(C(=CC1)C1=CC=CC=C1)O